(S)-2-(1-methoxy-1-methyl-ethyl)-pyrrolidine hydrochloride Cl.COC(C)(C)[C@H]1NCCC1